4-[1-cyclopropyl-4-(1-ethyl-3-methyl-1H-pyrazol-5-yl)-1H-imidazol-2-yl]-N-[(2,4-dimethoxyphenyl)methyl]-1-methyl-1H-pyrazolo[4,3-c]pyridine-6-carboxamide C1(CC1)N1C(=NC(=C1)C1=CC(=NN1CC)C)C1=NC(=CC2=C1C=NN2C)C(=O)NCC2=C(C=C(C=C2)OC)OC